(2R,5S)-5-(2-fluorophenyl)-1-(2'-methoxy-[1,1'-biphenyl]-4-carbonyl)pyrrolidine-2-carboxylic acid FC1=C(C=CC=C1)[C@@H]1CC[C@@H](N1C(=O)C1=CC=C(C=C1)C1=C(C=CC=C1)OC)C(=O)O